1-((6-chloropyridin-3-yl)methyl)imidazolidine-2-imine ClC1=CC=C(C=N1)CN1C(NCC1)=N